l-N-methylmorpholinium C[NH+]1CCOCC1